FC1(CCC2(CC=NO2)CC1)F 8,8-difluoro-1-oxa-2-azaspiro[4.5]dec-2-en